methyl-2-butenoyl-oxygen Zinc-titanium [Ti].[Zn].COC(C=CC)=O